5-(4-cyclopropyl-1H-imidazol-1-yl)-2-fluoro-4-methylbenzoic acid hydrochloride Cl.C1(CC1)C=1N=CN(C1)C=1C(=CC(=C(C(=O)O)C1)F)C